2-allyl 7-methyl-6-((4-phenoxybutanoyl)glycyl)-2,6-diazaspiro[3.4]octane-2,7-dicarboxylate CC1(N(CC2(CN(C2)C(=O)OCC=C)C1)C(CNC(CCCOC1=CC=CC=C1)=O)=O)C(=O)[O-]